2,5-Dimethoxy-4-ethylthioamphetamine COC1=C(CC(N)C)C=C(C(=C1)SCC)OC